5-(4-cyclopropyl-6-methoxypyrimidin-5-yl)-3-(4-(1-methyl-4-(trifluoromethyl)4H-imidazol-2-yl)benzyl)-3H-[1,2,3]triazolo[4,5-d]pyrimidine C1(CC1)C1=NC=NC(=C1C=1N=CC2=C(N1)N(N=N2)CC2=CC=C(C=C2)C=2N(CC(N2)C(F)(F)F)C)OC